cis-N-(4-fluoro-3-methylphenyl)-7-methyl-2-(1,3,4-oxadiazol-2-yl)-2,3,3a,4,10,10a-hexahydro-1H,7H-dipyrrolo[3,4-b:3',4'-f][1,4,5]oxathiazocine-8-carboxamide 5,5-dioxide FC1=C(C=C(C=C1)NC(=O)C=1N(C=C2C1OC[C@@H]1[C@H](NS2(=O)=O)CN(C1)C=1OC=NN1)C)C